(2S)-2-[4-bromo-2-(1,2-oxazol-3-yl)phenoxy]propionic acid BrC1=CC(=C(O[C@H](C(=O)O)C)C=C1)C1=NOC=C1